(R)-N-(1-(3-(1,1-difluoro-2-hydroxyethyl)phenyl)ethyl)pivalamide methyl-(2R,4S)-2-ethynyl-4-(pyridin-2-yloxy)pyrrolidine-1-carboxylate COC(=O)N1[C@H](C[C@@H](C1)OC1=NC=CC=C1)C#C.FC(CO)(F)C=1C=C(C=CC1)[C@@H](C)NC(C(C)(C)C)=O